tert-butyl (4-(2-fluoro-4-nitrophenoxy)-3-(hydroxymethyl)pyridin-2-yl)carbamate FC1=C(OC2=C(C(=NC=C2)NC(OC(C)(C)C)=O)CO)C=CC(=C1)[N+](=O)[O-]